N1=CC(=CC=C1)SCC=O 2-(pyridin-3-ylthio)ethan-1-one